tert-butyl N-[(3R,4S)-1-[2-chloro-5-[1-(difluoromethyl)pyrazol-4-yl]-4-pyridyl]-3-fluoro-4-piperidyl]carbamate ClC1=NC=C(C(=C1)N1C[C@H]([C@H](CC1)NC(OC(C)(C)C)=O)F)C=1C=NN(C1)C(F)F